CC1N(C2=CC=CC=C2CC1)CC(=O)N1CCCC1 2-(2-methyl-3,4-dihydroquinolin-1(2H)-yl)-1-(pyrrolidin-1-yl)ethan-1-one